NC1=C(C(=O)NC23CCC(CC2)(CC3)O)C=C(C=N1)C1=CC=C(C=C1)[C@]13CN(C[C@@H]3C1)CCOC 2-amino-N-(4-hydroxybicyclo[2.2.2]oct-1-yl)-5-(4-((1S,5R)-3-(2-methoxyethyl)-3-azabicyclo[3.1.0]hex-1-yl)phenyl)nicotinamide